COC(C1=C(C=CC(=C1)NC=1N=CC2=C(N(C(N(C2)C2=C(C=CC=C2C)C)=O)CCCCCO)N1)N1CCN(CC1)C)=O 5-[6-(2,6-Dimethyl-phenyl)-8-(5-hydroxy-pentyl)-7-oxo-5,6,7,8-tetrahydro-pyrimido[4,5-d]pyrimidin-2-ylamino]-2-(4-methyl-piperazin-1-yl)-benzoic acid methyl ester